FC1=C(C=CC=C1)NC1=NC=NC2=CC(=CC=C12)C(=O)NCCCCNC=1C2=CC=CC=C2N=C2CCCCC12 4-((2-fluorophenyl)amino)-N-(4-((1,2,3,4-tetrahydroacridin-9-yl)amino)butyl)quinazolin-7-carboxamide